CN[C@H](CN1CCC(CC1)CC1=CN=C2C(=NC(=NN21)O[C@@H](C)CCC)N)C |o1:2| 7-((1-((S or R)-2-(methylamino)propyl)piperidin-4-yl)methyl)-2-(((S)-pent-2-yl)oxy)imidazo[2,1-f][1,2,4]triazin-4-amine